C(C)(C)(C)OC(=O)NCCNC(=O)C1=CC=C(OC[C@@H]2CN(CC[C@H]2C2=CC=C(C=C2)F)C(=O)OC(C)(C)C)C=C1 Tert-butyl (3S,4R)-3-((4-((2-((tert-butoxycarbonyl)amino)ethyl)carbamoyl)-phenoxy)-methyl)-4-(4-fluorophenyl)piperidine-1-carboxylate